C(CCC)NC(=O)NCCCC di-N-butyl-urea